C[C@@H]1CC[C@H](CC1)C(=O)O TRANS-4-METHYLCYCLOHEXANECARBOXYLIC ACID